2-amino-3-methyl-N-((1S,4S)-4-methyl-1,2,3,4-tetrahydro-1-naphthalenyl)-N-((5-(trifluoromethyl)-2-pyridinyl)methyl)-6-quinolinecarboxamide NC1=NC2=CC=C(C=C2C=C1C)C(=O)N(CC1=NC=C(C=C1)C(F)(F)F)[C@H]1CC[C@@H](C2=CC=CC=C12)C